carbon manganese phosphate titanium vanadium sodium [Na+].[V+5].[Ti+4].P(=O)([O-])([O-])[O-].[Mn+2].[C+4]